NCC(=O)N1CC2(CCN3N=C(C=C32)C=3C=NC(=C(C3)C(F)(F)F)N)C1 2-amino-1-{2'-[6-amino-5-(trifluoromethyl)pyridin-3-yl]-5',6'-dihydrospiro[azetidine-3,4'-pyrrolo[1,2-b]pyrazol]-1-yl}ethan-1-one